C(C)C1=CC=C(C=C1)C(CC1=CC=CC=C1)=O 4'-Ethyl-2-phenyl-acetophenone